nitrogen 3-(4-iodophenyl)morpholine-4-carboxylic acid tert-butyl ester C(C)(C)(C)OC(=O)N1C(COCC1)C1=CC=C(C=C1)I.[N]